5-amino-3-chloro-6-[(2-chloro-5-fluorophenyl)carbonyl]-2-methylindol-7-carbonitrile NC=1C=C2C(=C(NC2=C(C1C(=O)C1=C(C=CC(=C1)F)Cl)C#N)C)Cl